3-(6-bromopyridin-2-yl)-6-chloroimidazo[1,2-b]Pyridazine BrC1=CC=CC(=N1)C1=CN=C2N1N=C(C=C2)Cl